1-(2-(4-(chloromethyl)phenoxy)ethyl)piperidine ClCC1=CC=C(OCCN2CCCCC2)C=C1